tert-butyl (R)-3-((S)-1-(tert-butoxy)-3-(3-((2-ethoxy-2-oxoethyl)amino)phenyl)-1-oxopropan-2-yl)pyrrolidine-1-carboxylate C(C)(C)(C)OC([C@@H](CC1=CC(=CC=C1)NCC(=O)OCC)[C@@H]1CN(CC1)C(=O)OC(C)(C)C)=O